(1-bromo-3-chloro-7,8-dihydro-6H-9-oxa-2-thia-4-azabenzo[cd]azulene-5-yl)(methyl)carbamic acid tert-butyl ester C(C)(C)(C)OC(N(C)C=1N=C(C=2SC(=C3OCCCC1C23)Br)Cl)=O